3-[(2S)-2,3-bis(nitrooxy)propoxy]propanoic acid [N+](=O)([O-])O[C@@H](COCCC(=O)O)CO[N+](=O)[O-]